C(C)(NC1=CC=C(C(=O)OC=2C=3N(C(=CC2)CC(=O)OC(C)(C)C)N=CN3)C=C1)=N 5-(2-tert-butoxy-2-oxoethyl)-[1,2,4]triazolo[1,5-a]pyridin-8-yl 4-acetimidamidobenzoate